OC1(CCN(CC1)C1CCNCC1)C(=O)OC(C)(C)C tert-butyl 4-hydroxy-[1,4'-bipiperidine]-4-carboxylate